3,4-dimethoxyphenylpropene COC=1C=C(C=CC1OC)C=CC